COC(C1=CN=C(C=C1)I)=O 6-Iodonicotinic acid methyl ester